(3S,5S,8R,9S,10S,13R,14S,15R,17R)-15-cyclopropyl-3-ethyl-17-((R)-6-hydroxy-6-methylheptan-2-yl)-10,13-dimethylhexadecahydro-1H-cyclopenta[a]phenanthren-3-ol C1(CC1)[C@@H]1[C@H]2[C@@H]3CC[C@H]4C[C@](CC[C@@]4([C@H]3CC[C@@]2([C@H](C1)[C@H](C)CCCC(C)(C)O)C)C)(O)CC